C1(CC1)C=1C(=NON1)C(=O)N[C@H](C(=O)NC1=NC=CC(=C1)C(NC(CCC(F)(F)F)=O)C1CC1)C1CCC(CC1)(F)F 4-Cyclopropyl-N-((1S)-2-((4-(cyclopropyl(4,4,4-trifluorobutanamido)-methyl)pyridin-2-yl)amino)-1-(4,4-difluorocyclohexyl)-2-oxoethyl)-1,2,5-oxadiazole-3-carboxamide